(S)-1-hydroxy-3-methylbutan OCCC(C)C